chloro-4-(4-(trifluoromethyl)-2H-1,2,3-triazol-2-yl)aniline ClNC1=CC=C(C=C1)N1N=CC(=N1)C(F)(F)F